ClC1=CC=C2C(=CC=NC2=C1)NC 7-Chloro-N-methylquinolin-4-amine